P(=O)(O)([O-])[O-].[Na+].[Na+].FC1=CC=CC2=C1S(CC1=C2N(N=C1C=O)C1=CC=C(C=C1)CN1[C@@H](COCC1)C)(=O)=O (6-fluoro-1-(4-(((R)-3-methylmorpholinyl)methyl)phenyl)-5,5-dioxido-1,4-dihydrothiochromeno[4,3-c]pyrazol-3-yl)methanone disodium hydrogen phosphate